C(CCCCCCCCCCCCCC)(=O)OCCCN(C(C=CC(NCCOCCN(C)C)=O)=O)CCCOC(CCCCCCCCCCCCCC)=O 2-methyl-9,12-dioxo-13-{3-[(1-oxopentadecyl) oxy] propyl}-5-oxa-2,8,13-triazahexadec-10-en-16-yl pentadecanoate